O1[C@@H](COCC1)CN [(2R)-1,4-dioxan-2-yl]methanamine